C(C)OC(=O)C1=NC=2CCC(C(C2C=C1)=O)=CC1CCCC1 6-cyclopentylmethylene-5-oxo-5,6,7,8-tetrahydro-quinoline-2-carboxylic acid ethyl ester